6,7-dichloro-3-[(1-methyl-1,2,4-triazol-3-yl)methyl]-4,9-dihydro-1H-pyrrolo[3,2-h][2,1,3]benzothiadiazine 2,2-dioxide ClC=1C2=C(C3=C(CN(S(N3)(=O)=O)CC3=NN(C=N3)C)C1)NC=C2Cl